arachidyl pivalate C(C(C)(C)C)(=O)OCCCCCCCCCCCCCCCCCCCC